C1(=CC(=CC=C1)P(C1=CC=CC=C1)(C1=CC=CC=C1)C1=CC=CC=C1)P(C1=CC=CC=C1)(C1=CC=CC=C1)C1=CC=CC=C1 m-phenylene-bis(triphenylphosphine)